FC1(CCC(CC1)/C=C/C=1C=C(C=NC1OCC)NS(=O)(=O)C)F (E)-N-(5-(2-(4,4-difluorocyclohexyl)vinyl)-6-ethoxypyridin-3-yl)methanesulfonamide